CC=1SC=2N(C3=C(N(C(C2N1)=O)C)C=NC(=N3)NC3=C(C=C(C=C3)N3CCN(CC3)C)OCCC)C 2,4,9-trimethyl-6-((4-(4-methylpiperazin-1-yl)-2-propoxyphenyl)amino)-4,9-dihydro-10H-pyrimido[5,4-b]thiazolo[5,4-e][1,4]diazepin-10-one